(E)-2-(((1-(thiazol-2-yl)ethyl)imino)methyl)-5-(trifluoromethyl)phenol S1C(=NC=C1)C(C)\N=C\C1=C(C=C(C=C1)C(F)(F)F)O